BrC1=CC2=C(N(C(=N2)SC2CC2)C)C=C1 5-bromo-2-(cyclopropylthio)-1-methyl-1H-benzo[d]imidazole